N,N'-bis(diphenylmethyl)-1,2-ethanediamine dihydrochloride Cl.Cl.C1(=CC=CC=C1)C(NCCNC(C1=CC=CC=C1)C1=CC=CC=C1)C1=CC=CC=C1